C=C1N(CCCC1)C methylene-N-methylpiperidine